NC1=C(C(N(C2=CC(=CC=C12)Cl)C)=O)C#N 4-amino-7-chloro-1-methyl-2-oxo-1,2-dihydroquinolin-3-carbonitrile